2-chloro-3-nitro-5-(Trifluoromethyl)pyridine ClC1=NC=C(C=C1[N+](=O)[O-])C(F)(F)F